(E)-1-(4-(3-chloroallyl)piperazin-1-yl)ethan-1-one Cl/C=C/CN1CCN(CC1)C(C)=O